O=C1CC=2C(=NC=C(C2)C(=O)N2CCC3=CC=C(C=C23)CCC(=O)O)N1 3-(1-(2-oxo-2,3-dihydro-1H-pyrrolo[2,3-b]pyridine-5-carbonyl)indolin-6-yl)propanoic acid